CC(CNONCCC=CC(=O)O)(CC(CCNONCCC=CC(=O)O)C)C.NC1=C(C=C(C(=O)NC2CCNCC2)C=C1)OC 4-amino-3-methoxy-N-(piperidin-4-yl)benzamide 7,7,9-trimethyl-4,13-dioxa-3,14-diaza-5,12-diazahexadecane-1,16-diyl-diacrylate